ClC1=CC=C(C=C1)C=1C2=C(C(N(N1)C1=CC(=NC=C1)F)=O)N=C(C(=C2)C)C 5-(4-chlorophenyl)-7-(2-fluoropyridin-4-yl)-2,3-dimethylpyrido[2,3-d]pyridazin-8(7H)-one